CC1(CN(CC1)C1=C(C=CC=C1[N+](=O)[O-])C)C 3,3-dimethyl-1-(2-methyl-6-nitro-phenyl)pyrrolidine